N1N=CC(=C1)C1=C(C=2N(C=C1)N=C(N2)NC2CCOCC2)O[C@H](C(F)(F)F)C (S)-7-(1H-pyrazol-4-yl)-N-(tetrahydro-2H-pyran-4-yl)-8-((1,1,1-trifluoropropan-2-yl)oxy)-[1,2,4]triazolo[1,5-a]pyridin-2-amine